ClC1=NN2C(C=N1)=CC=C2C2=CC=C(C=C2)OC(F)(F)F 2-chloro-7-(4-(trifluoromethoxy)phenyl)pyrrolo[2,1-f][1,2,4]triazine